[C@@H]1([C@H](O)[C@H](O)[C@@H](COP(=O)(O)O)O1)N1C=NC=2C(O)=NC=NC12 5'-inosinic acid